FC1(CN(CCC12COC1=C3CN(C(C3=CC=C12)=O)[C@@H]1C(NC(CC1)=O)=O)CC=1C=C2C=NN(C2=CC1)C)F (3S)-3-(3',3'-difluoro-1'-((1-methyl-1H-indazol-5-yl)methyl)-6-oxo-6,8-dihydro-2H,7H-spiro[furo[2,3-e]isoindol-3,4'-piperidin]-7-yl)piperidine-2,6-dione